C(C)(C)[Si](C#CC1=CC=CC2=CC=CC(=C12)B1OC(C(O1)(C)C)(C)C)(C(C)C)C(C)C triisopropyl-((8-(4,4,5,5-tetramethyl-1,3,2-dioxaborolan-2-yl)naphthalene-1-yl)ethynyl)silane